2'-deoxy-2-fluoroadenosine 5'-triphosphate P(O)(=O)(OP(=O)(O)OP(=O)(O)O)OC[C@@H]1[C@H](C[C@@H](O1)N1C=NC=2C(N)=NC(=NC12)F)O